1-(4-(2-((2-(trifluoromethyl)pyrimidin-5-yl)oxy)pyridin-3-yl)piperidin-1-yl)prop-2-en-1-one FC(C1=NC=C(C=N1)OC1=NC=CC=C1C1CCN(CC1)C(C=C)=O)(F)F